C(C1=CC=CC=C1)OC(=O)NN hydrazine-1-carboxylic acid benzyl ester